FC(S(=O)(=O)OCC1(O[C@H]([C@H]([C@@H]1OC(C1=CC=CC=C1)(C1=CC=CC=C1)C1=CC=C(C=C1)OC)F)N1C(NC(C(=C1)C)=O)=O)COS(=O)(=O)C(F)(F)F)(F)F ((3R,4S,5R)-4-fluoro-3-((4-methoxyphenyl) diphenylmethoxy)-5-(5-methyl-2,4-dioxo-3,4-dihydropyrimidin-1(2H)-yl)tetrahydrofuran-2,2-diyl)bis(methylene) bis(trifluoromethanesulfonate)